CC(C)C1=NC(=CC2=CN=CC=C12)N propan-2-yl-2,6-naphthyridin-3-amine